(E)-3-(4,7-dimethoxybenzofuran-5-yl)-1-N-phenylacrylamide COC1=C(C=C(C2=C1C=CO2)OC)/C=C/C(=O)NC2=CC=CC=C2